[Ir](Cl)Cl.C1(=CC=CC=C1)C1=NC=CC=C1.C1(=CC=CC=C1)C1=NC=CC=C1 bis(2-phenylpyridine) iridium dichloride